C(=CC)C=1C(=C(C=CC1)O)C=CC dipropenyl-phenol